C(C)(C)(C)C1=NC=CC(=C1)C=1C=NN(C1)C(CN1N=CC(=C1)F)C1=[N+](C=C(C=C1)C1=C(C(=CC=C1N1N=NN=C1)Cl)F)[O-] 2-(1-(4-(2-(tert-Butyl)pyridin-4-yl)-1H-pyrazol-1-yl)-2-(4-fluoro-1H-pyrazol-1-yl)ethyl)-5-(3-chloro-2-fluoro-6-(1H-tetrazol-1-yl)phenyl)pyridine 1-oxide